1-((1s,3r)-5-bromo-3-(((tert-butyldimethylsilyl)oxy)methyl)-1-methyl-3,4-dihydroisoquinolin-2(1H)-yl)-2-(2,6-dichlorophenyl)ethan-1-one BrC1=C2C[C@@H](N([C@H](C2=CC=C1)C)C(CC1=C(C=CC=C1Cl)Cl)=O)CO[Si](C)(C)C(C)(C)C